OC1C(OCC1O)NCC(=O)N 3,4-dihydroxytetrahydrofuran-2-yl-glycinamide